(S)-3-(3-fluoro-2-nitrophenoxy)pyrrolidine FC=1C(=C(O[C@@H]2CNCC2)C=CC1)[N+](=O)[O-]